ClC1=C(C=CC=C1C1=NC=CC(=C1Cl)C1=NC(=C(C=C1)CNCC1NC(CC1)=O)OC)NC=1C(=C(CN2CC3(C2)NC(CC3)=O)C=CC1)OC 2-(3-((2-chloro-3-(3'-chloro-6-methoxy-5-((((5-oxopyrrolidin-2-yl)methyl)amino)methyl)-[2,4'-bipyridin]-2'-yl)phenyl)amino)-2-methoxybenzyl)-2,5-diazaspiro[3.4]octan-6-one